FC1=CC=C(C=C1)C1=CC=C(C=N1)S(=O)(=O)N1CC2(C1)C1(NC(NC1=O)=O)CCC2 2-((6-(4-fluorophenyl)pyridin-3-yl)sulfonyl)-2,6,8-triazadispiro[3.0.45.34]dodecane-7,9-dione